C(C)C1(C(N(C2=NC=CC(=C21)B2OC(C(O2)(C)C)(C)C)C2OCCCC2)=O)O 3-ethyl-3-hydroxy-1-tetrahydropyran-2-yl-4-(4,4,5,5-tetramethyl-1,3,2-dioxaborolan-2-yl)pyrrolo[2,3-b]pyridin-2-one